C(C)(SCC=1SC(=C(N1)C)CSC=1C=C2C=CC=NC2=C(C1)OCC1=CC=C(C=C1)OC)=O S-((5-(((8-((4-methoxybenzyl)oxy)quinolin-6-yl)thio)methyl)-4-methylthiazol-2-yl)methyl) ethanethioate